trans-(1R,2R)-1,2-cyclohexanediamine [C@@H]1([C@@H](CCCC1)N)N